ClC1=C(C(=O)N2COC3=C(C2)C=CC=C3C3=CC(=C(C(=O)O)C=C3F)N3C2COCC3CC2)C(=CC(=C1)N1CC(C1)N1CC(C1)OC)Cl 4-[3-[2,6-Dichloro-4-[3-(3-methoxyazetidin-1-yl)azetidin-1-yl]benzoyl]-2,4-dihydro-1,3-benzoxazin-8-yl]-5-fluoro-2-(3-oxa-8-azabicyclo[3.2.1]octan-8-yl)benzoic acid